(R)-1-(2-fluorophenyl)ethyl (1-methyl-4-(6-methyl-5-nitropyridin-2-yl)-1H-1,2,3-triazol-5-yl)carbamate CN1N=NC(=C1NC(O[C@H](C)C1=C(C=CC=C1)F)=O)C1=NC(=C(C=C1)[N+](=O)[O-])C